N-aminomethyl-succinimide acrylate C(C=C)(=O)O.NCN1C(CCC1=O)=O